1-(bromomethyl)bicyclo[1.1.1]pentane BrCC12CC(C1)C2